SC(CS(=O)(=O)O)C 2-mercaptopropanesulfonic acid